COC=1C=C(C=C(C1OC)OC)C1=CN=CC=2N1N=C(N2)N 5-(3,4,5-trimethoxyphenyl)-[1,2,4]triazolo[1,5-a]pyrazin-2-amine